(R)-N-(4-fluoro-5-((3-((6-methoxypyrimidin-4-yl)oxy)pyrrolidin-1-yl)methyl)thiazol-2-yl)propanamide FC=1N=C(SC1CN1C[C@@H](CC1)OC1=NC=NC(=C1)OC)NC(CC)=O